C1(=CC=CC=C1)[Si](C1=CC=CC=C1)=[Zr](C1C2=CC=CC=C2C=2C=CC=CC12)C1C=CC=C1 diphenylsilylidene-(cyclopentadienyl)(9-fluorenyl)zirconium